CC1(OB(OC1(C)C)C1=CC=C(C=C1)CC1CN(CC1)C(=O)OC(C)(C)C)C tert-Butyl 3-[[4-(4,4,5,5-tetramethyl-1,3,2-dioxaborolan-2-yl)phenyl]methyl]pyrrolidine-1-carboxylate